ClC=1C(=NC=CC1)C1=CC=C(C=C1)F 3-chloro-2-(4-fluorophenyl)pyridin